CC1=C(C=CC(=C1)C)CC(COCC)N 1-(2,4-dimethylphenyl)-3-ethoxypropan-2-amine